COC(=O)C1=CC(=NN1[C@@H](C)C1=CC(=CC=C1)Cl)C(NC)=O.COC1=CC=C(CCC(C)=O)C=C1 4-methoxybenzyl-acetone (S)-Methyl-1-(1-(3-chlorophenyl)ethyl)-3-(methylcarbamoyl)-1H-pyrazole-5-carboxylate